1-acetylglucose phosphate P(=O)(O)(O)O.C(C)(=O)C(=O)[C@H](O)[C@@H](O)[C@H](O)[C@H](O)CO